3-(1-phenyl-N-Boc-methylamino)-5-phenyl-6-methylpyridine C1(=CC=CC=C1)CN(C(=O)OC(C)(C)C)C=1C=NC(=C(C1)C1=CC=CC=C1)C